FC(C=1C(=CC(=C(C1)C(=N)N(C)CC)C)OCCC[Si](C)(C)C)F (5-difluoromethyl-2-methyl-4-(3-trimethylsilylpropoxy)phenyl)-N-ethyl-N-methylformamidine